2-((2-methoxy-4-nitrophenoxy)methyl)pyrimidine COC1=C(OCC2=NC=CC=N2)C=CC(=C1)[N+](=O)[O-]